ClC=1C(N(C(=CC1OC([2H])([2H])C1=NC=C(C=C1F)F)C)C1=CC(=NC=C1C)N1N=C(C=C1)S(=O)(=O)C(C)C)=O 3-Chloro-4-((3,5-difluoropyridin-2-yl)methoxy-d2)-2'-(3-(isopropylsulfonyl)-1H-pyrazol-1-yl)-5',6-Dimethyl-2H-[1,4'-bipyridine]-2-one